C(C)S(=O)(=O)C1=CC=C(C=C1)NCC#CC=1N(C2=CC=CC(=C2C1)NC1CCN(CC1)CC(CO)O)CC(F)(F)F 3-(4-{[2-(3-{[4-(ethanesulfonyl)-phenyl]amino}prop-1-yn-1-yl)-1-(2,2,2-trifluoroethyl)-1H-indol-4-yl]amino}piperidin-1-yl)propane-1,2-diol